[1,2,4]oxadiazino[4,3-a][1,4]diazepin N1OC=CN2C1=CN=CC=C2